N-((2'-fluoro-[1,1'-biphenyl]-4-yl)methyl)-1-isobutyryl-6-methyl-4-(phenylsulfonyl)piperazine-2-carboxamide FC1=C(C=CC=C1)C1=CC=C(C=C1)CNC(=O)C1N(C(CN(C1)S(=O)(=O)C1=CC=CC=C1)C)C(C(C)C)=O